3-(6-(5-(benzyloxy)pentyloxy)-3-oxo-[1,2,4]triazolo[4,3-a]pyridin-2(3H)-yl)piperidine-2,6-dione C(C1=CC=CC=C1)OCCCCCOC=1C=CC=2N(C1)C(N(N2)C2C(NC(CC2)=O)=O)=O